FC1=CN=C2N1C=C(C=C2)C2=CNC=1N=C(N=C(C12)OC)NC1CC(C1)(C)N1C(CCC1)=O 1-((1r,3r)-3-((5-(3-fluoroimidazo[1,2-a]pyridin-6-yl)-4-methoxy-7H-pyrrolo[2,3-d]pyrimidin-2-yl)amino)-1-methylcyclobutyl)pyrrolidin-2-one